1-methyl-2-oxo-1H-imidazol-4-one CN1C(NC(C1)=O)=O